2-(3-(1-((1R,3R,4R,5R)-4-fluoro-1-methyl-8-azabicyclo[3.2.1]oct-6-en-3-yl)vinyl)-1,2,4-triazin-6-yl)-5-(1H-1,2,3-triazol-1-yl)phenol F[C@@H]1[C@H](C[C@@]2(C=C[C@H]1N2)C)C(=C)C=2N=NC(=CN2)C2=C(C=C(C=C2)N2N=NC=C2)O